(3s,5s)-3-((4-bromophenoxy)methyl)-5-cyclopropyl-4-methylmorpholine BrC1=CC=C(OC[C@H]2N([C@H](COC2)C2CC2)C)C=C1